C(C1=CC=CC=C1)C=1C=CC(=C(C(=O)NC2=CC(=CC(=C2)C(F)(F)F)C(F)(F)F)C1)O 5-benzyl-N-(3,5-bis(trifluoromethyl)phenyl)-2-hydroxybenzoamide